N-(dimethylaminoethyl)glutamine CN(C)CCN[C@@H](CCC(N)=O)C(=O)O